C(C)OC1=C(C(=CC=C1)C(C)C)S(=O)(=O)N 2-ethoxy-6-(propan-2-yl)benzene-1-sulfonamide